COC1=CC=C(CNC(=O)NC2CC3(CN(C3)C(C3=CN=C(C=C3)C)=O)C2)C=C1 1-(4-methoxybenzyl)-3-(2-(6-methylnicotinoyl)-2-azaspiro[3.3]heptan-6-yl)urea